C1(CC1)C=1N=NN(C1)[C@@H](C(=O)N1C(CC(C1)O)C(=O)NCC1CCCC=2C=CC=NC12)C(C)(C)C 1-[(2R)-2-(4-cyclopropyl-triazol-1-yl)-3,3-dimethyl-butyryl]-4-hydroxy-N-(5,6,7,8-tetrahydroquinolin-8-ylmethyl)pyrrolidine-2-carboxamide